tert-butyl (3-((4-(tert-butyl)phenyl) carbamoyl)cyclopentyl)carbamate C(C)(C)(C)C1=CC=C(C=C1)NC(=O)C1CC(CC1)NC(OC(C)(C)C)=O